OCCOC=1C2=CC=CC=C2C=2C=C(C=CC2C1)C1(C2=CC(=CC=C2C=2C=CC(=CC12)C=1C2=CC=CC=C2C=2C=CC=CC2C1)C=1C2=CC=CC=C2C=2C=CC=CC2C1)C=1C=CC=2C=C(C3=CC=CC=C3C2C1)OCCO 9,9-bis[9-(2-hydroxyethoxy)-3-phenanthryl]-2,7-bis(9-phenanthryl)fluorene